P(=O)(O)(O)OC[C@H]([C@H]([C@H]([C@H](C=O)O)O)O)O 6-Phosphoallose